4-amino-N-(4-cyano-2-fluorobenzyl)-N-methoxy-1-methyl-1H-pyrazolo[4,3-c]quinoline-8-carboxamide NC1=NC=2C=CC(=CC2C2=C1C=NN2C)C(=O)N(OC)CC2=C(C=C(C=C2)C#N)F